CC=1C=2N(C=C(N1)C)N=C(C2)C=2N=C1N(C(C2)=O)C=C(C=C1C)N1CCN(CCC1)C 2-(4,6-dimethylpyrazolo[1,5-a]pyrazin-2-yl)-9-methyl-7-(4-methyl-1,4-diazacycloheptan-1-yl)-4H-pyrido[1,2-a]pyrimidin-4-one